(1-(2,4-difluorobenzyl)cyclohexyl)methanamine FC1=C(CC2(CCCCC2)CN)C=CC(=C1)F